1-[(2R,4R)-5,5-bis(hydroxymethyl)-4-[(4-methoxyphenyl)diphenylmethoxy]oxolan-2-yl]-3H-pyrimidine-2,4-dione OCC1([C@@H](C[C@@H](O1)N1C(NC(C=C1)=O)=O)OC(C1=CC=CC=C1)(C1=CC=CC=C1)C1=CC=C(C=C1)OC)CO